tert-butyl 4-(7-((2-cyanophenyl)amino)-1-methyl-6,7-dihydro-5H-benzo[c][1,2,3]triazolo[1,5-a]azepin-9-yl)-5,6-dihydropyridine-1(2H)-carboxylate C(#N)C1=C(C=CC=C1)NC1C2=C(C=3N(CC1)N=NC3C)C=CC(=C2)C2=CCN(CC2)C(=O)OC(C)(C)C